C(C)B(CC)CC tri-ethyl-boron